ClC=1C(=NC=C(C1)NC(=O)C=1C=NN(C1C(F)(F)F)C1=C2C=CNC(C2=CC=C1)=O)C(=O)N(C)C 3-chloro-N,N-dimethyl-5-(1-(1-oxo-1,2-dihydroisoquinolin-5-yl)-5-(trifluoromethyl)-1H-pyrazole-4-carboxamido)picolinamide